OC(C=CCO)CCCCC 4-hydroxynon-2-enol